ClC1=C(C=C(C2=C1CC(O2)([2H])[2H])C2=CC=C(C=C2)C(C)C)N=C(C2=CC=CC=C2)C2=CC=CC=C2 [4-chloro-2,2-dideuterio-7-(4-isopropylphenyl)-3H-benzofuran-5-yl]-1,1-diphenyl-methanimine